methyl (2S)-4,4-difluoro-2-(hydroxymethyl)pyrrolidine-1-carboxylate FC1(C[C@H](N(C1)C(=O)OC)CO)F